2-cyano-3,6-diethoxypyridine-4-one C(#N)C1=NC(=CC(C1OCC)=O)OCC